C(#N)C1=CC(=C(COC2=NN(C=C2C2CC2)C2CCN(CC2)C(=O)OC(C)(C)C)C=C1)F tert-butyl 4-(3-((4-cyano-2-fluorobenzyl)oxy)-4-cyclopropyl-1H-pyrazol-1-yl)piperidine-1-carboxylate